1,6-dimethyl-3-(2-chloro-4-pyrimidinyl)indole tert-butyl-N-(1-methylcyclobutyl)-N-[[3-oxo-7-(trifluoromethyl)isoindolin-5-yl]methyl]carbamate C(C)(C)(C)OC(N(CC=1C=C2C(NCC2=C(C1)C(F)(F)F)=O)C1(CCC1)C)=O.CN1C=C(C2=CC=C(C=C12)C)C1=NC(=NC=C1)Cl